N-((3R,4R)-1-(6-((1-(5-aminopentyl)-3-ethyl-1H-pyrazol-4-yl)amino)-9-(tert-butyl)-9H-purin-2-yl)-4-fluoropyrrolidin-3-yl)acrylamide NCCCCCN1N=C(C(=C1)NC1=C2N=CN(C2=NC(=N1)N1C[C@H]([C@@H](C1)F)NC(C=C)=O)C(C)(C)C)CC